C(C1=CC=CC=C1)(C1=CC=CC=C1)(C1=CC=CC=C1)N1C=NC=C1 Trityl-1H-imidazole